CCCCCCCCCCCCCCCCCCCCCCCCCCCCCCC n-hentriacontane